hydroxy-5'-nitroacetophenone OCC(=O)C1=CC=CC(=C1)[N+](=O)[O-]